BrC1=NC(=CC=C1)N1CCCC1 2-bromo-6-(pyrrolidine-1-yl)pyridine